Methyl 4-(difluoromethyl)-3-vinylbenzoate FC(C1=C(C=C(C(=O)OC)C=C1)C=C)F